C(C=CCCCCCCCCCCCCCCCCCC)(=O)O[C@H](CO)COP(=O)([O-])OCC[N+](C)(C)C 2-heneicosenoylsn-glycero-3-phosphocholine